C(C)(C)(C)OC(=O)N1CCC(=CC1)C1=C(C=C(C=C1)NC(=O)C1=CC(=C(C=C1)C=1CCN(CC1)C(=O)OC(C)(C)C)F)CC tert-butyl 4-{4-[(4-{1-[(tert-butoxy)carbonyl]-1,2,3,6-tetrahydropyridin-4-yl}-3-ethylphenyl)carbamoyl]-2-fluorophenyl}-1,2,3,6-tetrahydropyridine-1-carboxylate